NC[C@H](C1=CC(=CC=C1)Cl)NC(=O)C=1N=CN(C1)C1=NC(=NC=C1C)NC1=CC=C(C=C1)F (S)-N-(2-amino-1-(3-chlorophenyl)ethyl)-1-(2-((4-fluorophenyl)amino)-5-methylpyrimidin-4-yl)-1H-imidazole-4-amide